B(O)(O)O.[Ni].[Fe].[Co] cobalt iron nickel boron hydroxide